1-methylpyridine hexafluorophosphate salt F[P-](F)(F)(F)(F)F.CN1CC=CC=C1